ClC1=CC=C(OCC(=O)N2CCN(CC2)C(C)C2=NC3=CC=CC=C3C(N2C2=C(C=CC=C2)OCC)=O)C=C1 2-[1-[4-[2-(4-Chlorophenoxy)acetyl]-1-piperazinyl]ethyl]-3-(2-ethoxyphenyl)-4(3H)-Quinazolinone